[C].[Cu](O)O copper hydroxide carbon